N-(1,1'-biphenyl-2-yl)-N-[(3,3',5'-tri-1-butyl)-1,1'-biphenyl-5-yl]-9,9-dimethyl-9H-fluoren-2-amine C1(=C(C=CC=C1)N(C1=CC=2C(C3=CC=CC=C3C2C=C1)(C)C)C=1C=C(C=C(C1)C1=CC(=CC(=C1)CCCC)CCCC)CCCC)C1=CC=CC=C1